C(CCCCC)OC(CC\C=C/CCO)OCCCCCC (3Z)-7,7-dihexyloxy-3-hepten-1-ol